1,1-dimethylethyl 4-({N-[(4'-ethylbiphenyl-4-yl)carbonyl]glycyl}amino)-3,4-dihydroisoquinoline-2(1H)-carboxylate C(C)C1=CC=C(C=C1)C1=CC=C(C=C1)C(=O)NCC(=O)NC1CN(CC2=CC=CC=C12)C(=O)OC(C)(C)C